C1(=CC=CC=C1)C1CCN(CC1)C1=C(CN2CCNCC2)C=CC=C1 1-(2-(4-phenylpiperidin-1-yl)benzyl)piperazine